5-([1,1'-biphenyl]-4-yl)oxazolo[4,5-d]pyrimidine-2-carboxylic acid C1(=CC=C(C=C1)C=1N=CC2=C(N1)N=C(O2)C(=O)O)C2=CC=CC=C2